tert-Butyl N-[1-cyclopropylethylideneamino]carbamate C1(CC1)C(C)=NNC(OC(C)(C)C)=O